6-cyanoquinazolin C(#N)C=1C=C2C=NC=NC2=CC1